BrC=1C(=C2C(=NC1)NCC21CCC(CC1)C#N)Cl (1r,4r)-5'-bromo-4'-chloro-1',2'-dihydrospiro[cyclohexane-1,3'-pyrrolo[2,3-b]pyridine]-4-carbonitrile